benzyl (2S)-2-(cyanomethyl)-4-[7-(3-methyl-4-isoquinolyl)-2-[[(2S)-1-methylpyrrolidin-2-yl]methoxy]-6,8-dihydro-5H-pyrido[3,4-d]pyrimidin-4-yl]piperazine-1-carboxylate C(#N)C[C@@H]1N(CCN(C1)C=1C2=C(N=C(N1)OC[C@H]1N(CCC1)C)CN(CC2)C2=C(N=CC1=CC=CC=C21)C)C(=O)OCC2=CC=CC=C2